1,2,4-benzotriazine dihydrochloride Cl.Cl.N1=NC=NC2=C1C=CC=C2